methyl (2'-methoxy-[1,1'-binaphthalen]-2-yl)-L-phenylalaninate COC1=C(C2=CC=CC=C2C=C1)C1=C(C=CC2=CC=CC=C12)N[C@@H](CC1=CC=CC=C1)C(=O)OC